N-[(1R,2R)-2-amino-1,2-diphenylethyl]methanesulfonamide tert-butyl-2,7-diazaspiro[4.4]nonane-2-carboxylate C(C)(C)(C)OC(=O)N1CC2(CC1)CNCC2.N[C@@H]([C@@H](C2=CC=CC=C2)NS(=O)(=O)C)C2=CC=CC=C2